(Z)-3-((3,3-dibutyl-1,1-dioxido-5-phenyl-2,3,4,5-tetrahydro-1,5-benzothiazepin-8-yl)oxy)-2-fluoroacrylic acid C(CCC)C1(CS(C2=C(N(C1)C1=CC=CC=C1)C=CC(=C2)O\C=C(\C(=O)O)/F)(=O)=O)CCCC